C(C)OC(=O)C=1C(=NC(=NC1)Cl)NC1CC(C1)O 2-chloro-4-((3-hydroxycyclobutyl)amino)pyrimidine-5-carboxylic acid ethyl ester